CN([C@H]1C[C@@H](CC1)NC(OC(C)(C)C)=O)C1=CC=C(C=C1)C(F)(F)F tert-butyl ((1R,3R)-3-(methyl (4-(trifluoromethyl) phenyl) amino) cyclopentyl)-carbamate